phospho-sulfur P(=O)(=O)[S]